ClC=1C(=NC(=NC1)N1CC(SC(C1)C)C)NC1=CC=2C3=C(C(N(C2C=C1)C)=O)OCC([C@@H](N3)C3CC3)(F)F (2S)-10-((5-Chloro-2-(2,6-dimethylthiomorpholino)pyrimidin-4-yl)amino)-2-cyclopropyl-3,3-difluoro-7-methyl-1,2,3,4-tetrahydro-[1,4]oxazepino[2,3-c]chinolin-6(7H)-on